3-(5-((5-(4'-chloro-[1,1'-biphenyl]-2-carbonyl)-2,5-diazabicyclo[2.2.1]heptan-2-yl)methyl)-1-oxoisoindolin-2-yl)piperidine-2,6-dione ClC1=CC=C(C=C1)C=1C(=CC=CC1)C(=O)N1C2CN(C(C1)C2)CC=2C=C1CN(C(C1=CC2)=O)C2C(NC(CC2)=O)=O